5-(tert-butoxycarbonyl)methylaminobenzothiophene-2-boronic acid C(C)(C)(C)OC(=O)CNC=1C=CC2=C(C=C(S2)B(O)O)C1